ClC=1N=C(C(N(C1)C=1C=NN(C1)C)=O)N1[C@@H](COCC1)C (R)-5-chloro-1-(1-methyl-1H-pyrazol-4-yl)-3-(3-methylmorpholino)pyrazin-2(1H)-one